FC=1C=C(C=NC1OCC(F)(F)F)N1N=NC(=C1)C(=O)O 1-(5-fluoro-6-(2,2,2-trifluoroethoxy)pyridin-3-yl)-1H-1,2,3-triazole-4-carboxylic acid